6-(3-Fluorophenyl)-N-[(2S)-2-hydroxypropyl]-5-[4-(trifluoromethyl)phenoxy]pyridine-2-carboxamide FC=1C=C(C=CC1)C1=C(C=CC(=N1)C(=O)NC[C@H](C)O)OC1=CC=C(C=C1)C(F)(F)F